OCC(C(CC1C(NCC1)=O)NC(=O)C1N(C[C@H]2[C@@H]1CCC2)C(=O)C=2NC1=CC=CC=C1C2)=O (3aR,6aS)-N-(4-hydroxy-3-oxo-1-(2-oxopyrrolidin-3-yl)butan-2-yl)-2-(1H-indole-2-carbonyl)octahydrocyclopenta[c]pyrrole-1-carboxamide